CC(C)(S(=O)(=O)O)N methyl-aminoethanesulfonic acid